Cl.C1(=CC=CC=C1)C1(CC1)N 1-phenylcyclopropan-1-amine hydrochloride